FC1=CC=C(C(=N1)C)B(O)O (6-fluoro-2-methylpyridin-3-yl)boronic acid